COC1=CC=C(C=C1)C(CN1CN(C=C1)C)=O 3-[2-(4-methoxyphenyl)-2-oxoethyl]-1-methylimidazole